IC1=CC=C(C=C1)CC#N 2-(4-iodophenyl)acetonitrile